8-bromo-5-methyl-4-phenyl-3-trifluoromethyl-indolopyranone tert-butyl-(3R,4R)-3-fluoro-4-({5-fluoro-6-iodo-7-isopropylpyrrolo[2,1-f][1,2,4]triazin-2-yl}amino)piperidine-1-carboxylate C(C)(C)(C)OC(=O)N1C[C@H]([C@@H](CC1)NC1=NN2C(C=N1)=C(C(=C2C(C)C)I)F)F.BrC2=CC1=C(C=C2)N(C=2C(=C(C(OC21)=O)C(F)(F)F)C2=CC=CC=C2)C